4-(difluoromethyl)-6-(hydroxymethyl)isoindolin-1-one FC(C1=C2CNC(C2=CC(=C1)CO)=O)F